C1(=CC(=CC=C1)C[C@@H]1C=2C(N(C=NC2C[C@H]([C@@H]1NS(=O)(=O)C)F)C(C)C)=O)C1=CC=CC=C1 |&1:15| rac-N-[(5R,6R)-5-[([1,1'-biphenyl]-3-yl)methyl]-7-fluoro-4-oxo-3-(propan-2-yl)-3,4,5,6,7,8-hexahydroquinazolin-6-yl]methanesulfonamide